2,6-dibenzyloxy-N-(4-methoxy-2-nitro-phenyl)pyridin-3-amine C(C1=CC=CC=C1)OC1=NC(=CC=C1NC1=C(C=C(C=C1)OC)[N+](=O)[O-])OCC1=CC=CC=C1